[Se].[Ga]=[Se].[In] indium gallium selenide selenium